BrC1=CC(=C(NC1=O)C(=O)OCC)C ethyl 5-bromo-3-methyl-6-oxo-1,6-dihydropyridine-2-carboxylate